FC1=C(CSC2=NN=C3N2C(=CC(N3)=O)CCC)C=C(C=C1)F 3-[(2,5-difluorobenzyl)sulfanyl]-5-propyl-[1,2,4]triazolo[4,3-a]pyrimidin-7(8H)-one